C(C)(C)(C)OC(=O)N1CC2(C1)C[C@H]([C@H](CC2)OS(=O)(=O)C)C |r| Rac-(6R,7S)-6-methyl-7-((methylsulfonyl)oxy)-2-azaspiro[3.5]nonane-2-carboxylic acid tert-butyl ester